ClC=1C(=C(C=CC1)NC1=C(NC2=C1C(NCC2)=O)C2=C(C=NC=C2)OC[C@@H]2N(CC2)C(\C=C\CN2CCOCC2)=O)OC 3-[(3-chloro-2-methoxyphenyl)amino]-2-(3-{[(2R)-1-[(2E)-4-(morpholin-4-yl)but-2-enoyl]azetidin-2-yl]methoxy}pyridine-4-yl)-1H,5H,6H,7H-pyrrolo[3,2-c]pyridin-4-one